CC1=C(C=C(C=C1)NC(=O)N1[C@@H]2CC[C@H](C1)C2)C=2OC=C(N2)C (1R,4S)-N-(4-methyl-3-(4-methyloxazol-2-yl)phenyl)-2-azabicyclo[2.2.1]heptane-2-carboxamide